C1(C=CC(N1CCCC(=O)ON1C(CCC1=O)=O)=O)=O N-γ-maleimidobutyryl-oxy-succinimide